OC=1C=C(OCCOCCOCCOCCOCC(=O)OC(C)(C)C)C=CC1 tert-butyl 2-[2-[2-[2-[2-(3-hydroxyphenoxy)ethoxy] ethoxy]ethoxy]ethoxy]acetate